3-(difluoromethyl)-8-methoxycinnoline-6-carboxylic acid methyl ester COC(=O)C=1C=C2C=C(N=NC2=C(C1)OC)C(F)F